C(C)(C)(C)C=1SC2=C(N1)C(CC1(CCN(CC1)C(=O)C=1C=C3C=C(C=NC3=C(C1)C)NC)C2)=O 2-(tert-butyl)-1'-(8-methyl-3-(methylamino)quinoline-6-carbonyl)-5H-spiro[benzo[d]thiazole-6,4'-piperidin]-4(7H)-one